2,3,4,6-tetra-sulfo-D-glucopyranose S(=O)(=O)(O)[C@@]1(C(O)O[C@@H]([C@]([C@@]1(O)S(=O)(=O)O)(O)S(=O)(=O)O)C(O)S(=O)(=O)O)O